CC1(OCC[C@@H](C1)C1=NC2=CC=C(C=C2C=C1)CN1C[C@H](CC1)OC=1C=C2CN(C(C2=CC1)=O)[C@@H]1C(NC(CC1)=O)=O)C (S)-3-(5-(((S)-1-((2-((S)-2,2-Dimethyltetrahydro-2H-pyran-4-yl)quinolin-6-yl)methyl)pyrrolidin-3-yl)oxy)-1-oxoisoindolin-2-yl)piperidine-2,6-dione